(3-(1H-tetrazol-5-yl)phenyl)boronic acid N1N=NN=C1C=1C=C(C=CC1)B(O)O